The molecule is a dicarboxylic acid comprising 8-hydroxy-2-oxabicyclo[3.3.1]non-6-ene having carboxy groups placed at the 3- and 5-positions. It is a dicarboxylic acid and a bridged compound. It is a conjugate acid of an 8-hydroxy-2-oxabicyclo[3.3.1]non-6-ene-3,5-dicarboxylate. C1C2C(C=CC1(CC(O2)C(=O)O)C(=O)O)O